N[C@@H](CC(=O)OCC)C1=C(C(=CC(=C1)Cl)Br)F Ethyl (S)-3-amino-3-(3-bromo-5-chloro-2-fluorophenyl)propanoate